ClC=1C(=C(CN2CC3(CC2(C)C)CCN(CC3)C(=O)OC(C(F)(F)F)C(F)(F)F)C=CC1)N1CCOCC1 1,1,1,3,3,3-Hexafluoropropan-2-yl 2-(3-chloro-2-morpholinylbenzyl)-3,3-dimethyl-2,8-diazaspiro[4.5]decane-8-carboxylate